C(C)(C)(C)OC(N(C12CCC(CC1)(CC2)CN2N=C(C=1CNCCC12)C)C)=O methyl-(4-((3-methyl-4,5,6,7-tetrahydro-1H-pyrazolo[4,3-c]pyridin-1-yl)methyl)bicyclo[2.2.2]oct-1-yl)carbamic acid tert-butyl ester